C(C(O)C)(=O)O.C(C)OC1=CC2=C(C3=CC=C(C=C3N=C2C=C1)N)N 2-ethoxy-6,9-diaminoacridine lactate